C(#N)C=1C(=NC(=C(C1CC)C#N)N1CC(C(CC1)=O)F)SC(C(=O)N)C1=CC=CC=C1 2-((3,5-dicyano-4-ethyl-6-(3-fluoro-4-oxopiperidin-1-yl)pyridin-2-yl)thio)-2-phenylacetamide